C(#N)CC(=O)N1C[C@@H](CCC1)OC1=NC=C(C2=CC(=C(C=C12)OC(C)C)C(=O)N)C=1C=NN(C1)CCC1CCOCC1 (R)-1-((1-(2-cyanoacetyl)piperidin-3-yl)oxy)-7-isopropoxy-4-(1-(2-(tetrahydro-2H-pyran-4-yl)ethyl)-1H-pyrazol-4-yl)isoquinoline-6-carboxamide